C1(CCCC1)NC=1C2=C(N=C(N1)C=1C(=NNC1)C(F)(F)F)C=NC=C2 N-cyclopentyl-2-[3-(trifluoromethyl)-1H-pyrazol-4-yl]pyrido[3,4-d]pyrimidin-4-amine